4-bromo-5-fluoro-2-(2-methylpropanoyl)benzoic acid BrC1=CC(=C(C(=O)O)C=C1F)C(C(C)C)=O